C(C)NC(NC1=NC=C(C(=C1)CN1CCN(CC1)C=1C=CC(=NC1)C(=O)NC)C)=O 5-(4-((2-(3-ethylureido)-5-methylpyridin-4-yl)methyl)piperazin-1-yl)-N-methylpicolinamide